N-(4-(8-fluoro-7-methoxy-1,3,4,5-tetrahydro-2H-benzo[c]azepine-2-yl)-2,6-dimethyl-Phenyl)-3,3-dimethylbutanamide FC=1C(=CC2=C(CN(CCC2)C2=CC(=C(C(=C2)C)NC(CC(C)(C)C)=O)C)C1)OC